N-(2-Methoxy-5-((5-(trifluoromethyl)pyridin-2-yl)oxy)phenyl)-2-oxopiperidine-4-carboxamide COC1=C(C=C(C=C1)OC1=NC=C(C=C1)C(F)(F)F)NC(=O)C1CC(NCC1)=O